bismyristoylpropylamide C(CCCCCCCCCCCCC)(=O)C(CC[NH-])C(CCCCCCCCCCCCC)=O